NC1=C2C(=NC=N1)N(N=C2C2=CC=C(C=C2)OC2=CC=CC=C2)[C@@H]2[C@@H](CN(CC2)CC2=CC(=C1C(N(C(C1=C2)=O)C2C(NC(CC2)=O)=O)=O)F)F 6-(((3R,4S)-4-(4-amino-3-(4-phenoxyphenyl)-1H-pyrazolo[3,4-d]pyrimidin-1-yl)-3-fluoropiperidin-1-yl)methyl)-2-(2,6-dioxopiperidin-3-yl)-4-fluoroisoindoline-1,3-dione